(2,6-Dichloropyridin-4-yl)methyl (S)-2-amino-6,6-dimethylheptanoate hydrochloride Cl.N[C@H](C(=O)OCC1=CC(=NC(=C1)Cl)Cl)CCCC(C)(C)C